5-(4-(((2-(4-(tert-butyl)phenyl)-3-methylpyridin-4-yl)amino)methyl)-2-fluoro-6-hydroxyphenyl)-1,2,5-thiadiazolidin-3-one 1,1-dioxide C(C)(C)(C)C1=CC=C(C=C1)C1=NC=CC(=C1C)NCC1=CC(=C(C(=C1)O)N1CC(NS1(=O)=O)=O)F